C(C)(=O)N1CCC(CC1)(OC)C=1C(N(C2=C(C(=NC(=C2C1)N[C@H](C)C=1C(=C(C#N)C=CC1)C)C)C#CC(C)(C)N)C)=O (R)-3-(1-((3-(1-acetyl-4-methoxypiperidin-4-yl)-8-(3-amino-3-methylbutan-1-yn-1-yl)-1,7-dimethyl-2-oxo-1,2-dihydro-1,6-naphthyridin-5-yl)amino)ethyl)-2-methylbenzonitrile